Cl.FC(C1=CC=C(C=C1)N1N=CC(=C1)C1=CC=C2C(=N1)C(=CN2)N)(F)F 5-(1-(4-(trifluoromethyl)phenyl)-1H-pyrazol-4-yl)-1H-pyrrolo[3,2-b]pyridin-3-amine hydrogen chloride